2,7,9-trimethyl-4H-pyrido[3',2':4,5]thieno[3,2-d][1,3]oxazin-4-one CC=1OC(C2=C(N1)C1=C(S2)N=C(C=C1C)C)=O